tert-butyl N-(5-acetyl-4-propyl-1,3-thiazol-2-yl)carbamate C(C)(=O)C1=C(N=C(S1)NC(OC(C)(C)C)=O)CCC